N(C(=O)C)C=1C=C(OCCC(=O)O)C=CC1 3-(3-acetaminophenoxy)propionic acid